FC(OC1=NC=CC(=C1)CNC(=O)NC1CC(OCC1)C(F)(F)F)F 1-[[2-(difluoromethoxy)pyridin-4-yl]methyl]-3-[2-(trifluoromethyl)oxan-4-yl]urea